tert-butyl 3-((6-(tert-butylsulfonyl)imidazo[1,2-a]pyridin-7-yl)oxy)pyrrolidine-1-carboxylate C(C)(C)(C)S(=O)(=O)C=1C(=CC=2N(C1)C=CN2)OC2CN(CC2)C(=O)OC(C)(C)C